C(C)(C)(C)OC(=O)NCCOC1=C(C=CC=C1)C1=CC(=CC=C1)CC1N(CCCC1NS(=O)(=O)C)C(=O)OC(C)(C)C tert-butyl 2-((2'-(2-((tert-butoxycarbonyl)amino)ethoxy)-[1,1'-biphenyl]-3-yl)methyl)-3-(methylsulfonamido)piperidine-1-carboxylate